NC=1C(=CC2=C(O[C@@H](C(N2CC2=CC(=CC=C2)C(F)F)=O)C)N1)Cl (3R)-6-amino-7-chloro-1-{[3-(difluoromethyl)phenyl]methyl}-3-methyl-3H-pyrido[2,3-b][1,4]oxazin-2-one